BrC=1C=CC2=C(N(C=N2)C2=CC=C3CCNC3=C2)C1 6-bromo-1-(indolin-6-yl)-1H-benzo[d]imidazole